(2R)-N2-(4-bromophenyl)-N1-(4-cyclopropylphenyl)pyrrolidine-1,2-dicarboxamide BrC1=CC=C(C=C1)NC(=O)[C@@H]1N(CCC1)C(=O)NC1=CC=C(C=C1)C1CC1